methyl 1-(5-(3-((5-cyano-4-(4-fluorophenyl)thiazol-2-yl)(methyl)amino)-2-ethylimidazo[1,2-a]pyridin-6-yl)pyrimidin-2-yl)azetidine-3-carboxylate C(#N)C1=C(N=C(S1)N(C1=C(N=C2N1C=C(C=C2)C=2C=NC(=NC2)N2CC(C2)C(=O)OC)CC)C)C2=CC=C(C=C2)F